C(C)O[Si](CCCNC(=NC)NC)(OCC)OCC N-[3-(triethoxysilyl)propyl]-N',N''-dimethylguanidine